C(C)(C)(C)OC(C[C@@H]1OC(O[C@@H](C1)C=CC=1C(=NC2=CC=CC=C2C1C1=CC=C(C=C1)F)C1CC1)(C)C)=O (4R-6S)-6-[[(1E)-2-cyclopropyl-4-(4-fluorophenyl)-3-quinolinyl]ethenyl]-2,2-dimethyl-1,3-dioxane-4-acetic acid tert-butyl ester